C1(CC1)C1=NC(=CC(=C1)C(=O)N1CCC(CC1)CC1=CC=C(C=C1)S(=O)(=O)N)OCC1CCOCC1 4-[[1-[2-cyclopropyl-6-(oxacyclohex-4-ylmethoxy)pyridine-4-carbonyl]piperidin-4-yl]methyl]benzenesulfonamide